NC=1SC=C(N1)C=1C=CC(=C(C1)NS(=O)(=O)C1=CC=CC2=C(C=CC=C12)N(C)C)F N-(5-(2-aminothiazol-4-yl)-2-fluorophenyl)-5-(dimethylamino)naphthalene-1-sulfonamide